3-((3,5-dimethoxyphenyl)ethynyl)-4-(methylamino)-1H-pyrazolo[4,3-c]pyridine-7-carbonitrile COC=1C=C(C=C(C1)OC)C#CC1=NNC2=C1C(=NC=C2C#N)NC